(3-(5-(N-((1,2,3,5,6,7-hexahydro-s-indacen-4-yl)carbamoyl)sulfamoyl)-2-hydroxyphenyl)propyl)boronic acid C1CCC2=C(C=3CCCC3C=C12)NC(=O)NS(=O)(=O)C=1C=CC(=C(C1)CCCB(O)O)O